N-(2-hydroxy-1-phenylethyl)-1-(5-methyl-2-((1-phenylethyl)amino)pyrimidin-4-yl)-1H-pyrrole-3-carboxamide OCC(C1=CC=CC=C1)NC(=O)C1=CN(C=C1)C1=NC(=NC=C1C)NC(C)C1=CC=CC=C1